4'-cyclopropyl-5,6'-dimethoxy-4-((4-(1-methyl-4-(trifluoromethyl)-1H-imidazol-2-yl)cuban-1-yl)methoxy)-2,5'-bipyrimidine C1(CC1)C1=NC=NC(=C1C1=NC=C(C(=N1)OCC12C3C4C5(C3C1C5C24)C=2N(C=C(N2)C(F)(F)F)C)OC)OC